ClC1=C(OC(C(=O)OCC)(C)C)C=CC(=C1)CN1C(N(CC1)C1=CC=C(C=C1)C(F)(F)F)=O Ethyl 2-(2-chloro-4-((2-oxo-3-(4-(trifluoromethyl) phenyl) imidazolin-1-yl) methyl) phenoxy)-2-methylpropionate